5-(1-(3,5-Dichloropyridin-4-yl)ethoxy)-N-(6-Morpholinopyridin-3-yl)-1H-Indazol-3-Carboxamid ClC=1C=NC=C(C1C(C)OC=1C=C2C(=NNC2=CC1)C(=O)NC=1C=NC(=CC1)N1CCOCC1)Cl